2-{3-chloro-4-cyclopropyl-5H,6H,7H,8H-pyrido[2,3-c]pyridazin-8-yl}-1,3-thiazole-4-carboxylic acid ethyl ester C(C)OC(=O)C=1N=C(SC1)N1CCCC2=C1N=NC(=C2C2CC2)Cl